FC1=CC=C(C=C1)N1C(=C(C2=C1C=C1C=NNC1=C2)C2=CC=C(C(=O)OC1[C@@H]([C@H]([C@@H]([C@H](O1)C(=O)O)O)O)O)C=C2)C2CCOCC2 (2S,3S,4S,5R)-6-[4-[5-(4-fluorophenyl)-6-tetrahydropyran-4-yl-1H-pyrrolo[2,3-f]indazol-7-yl]benzoyl]oxy-3,4,5-trihydroxy-tetrahydropyran-2-carboxylic acid